N-t-butoxycarbonyl-1,2,5-thiadiazoline 1,1-dioxide C(C)(C)(C)OC(=O)N1S(NC=C1)(=O)=O